1,1-bis(4-hydroxyphenyl)-cyclononane OC1=CC=C(C=C1)C1(CCCCCCCC1)C1=CC=C(C=C1)O